C(C1=CC=CC=C1)(=O)N1CC(OCC1)CNC(=O)C1CN(C1)C1=CC(=C2C(C(=CN(C2=N1)C1=NC=NS1)C(=O)O)=O)C 7-(3-{[(4-benzoylmorpholin-2-yl)methyl]carbamoyl}azetidin-1-yl)-5-methyl-4-oxo-1-(1,2,4-thiadiazol-5-yl)-1,4-dihydro-1,8-naphthyridine-3-carboxylic acid